Thiocyclobutane C1CC(C1)S